2-(5-(3,4-dichlorophenyl)-4-isopropylthiazol-2-ylamino)-5-(thiophen-2-yl)nicotinic acid ClC=1C=C(C=CC1Cl)C1=C(N=C(S1)NC1=C(C(=O)O)C=C(C=N1)C=1SC=CC1)C(C)C